N-(2-chloro-6-methylphenyl)-2-((6-((1R,4R)-5-(3-hydroxypropyl)-2,5-diazabicyclo[2.2.1]heptan-2-yl)-2-methylpyrimidin-4-yl)amino)thiazole-5-carboxamide ClC1=C(C(=CC=C1)C)NC(=O)C1=CN=C(S1)NC1=NC(=NC(=C1)N1[C@H]2CN([C@@H](C1)C2)CCCO)C